(Z)-1-((7-bromo-1-(((Z)-oct-3-en-1-yl)oxy)heptyl)oxy)oct-3-ene BrCCCCCCC(OCC\C=C/CCCC)OCC\C=C/CCCC